(R)-{5-[1-Cyclopropyl-5-(1-methyl-1-methylamino-ethyl)-1H-[1,2,4]triazol-3-yl]-pyridin-3-yl}-(1,3-dimethyl-azetidin-3-yl)-(4-isopropyl-phenyl)-methanol C1(CC1)N1N=C(N=C1C(C)(NC)C)C=1C=C(C=NC1)[C@@](O)(C1=CC=C(C=C1)C(C)C)C1(CN(C1)C)C